1-(2-(2,6-Dioxopiperidin-3-yl)-1,3-dioxoisoindolin-5-yl)pyrrolidine-3-carbaldehyde O=C1NC(CCC1N1C(C2=CC=C(C=C2C1=O)N1CC(CC1)C=O)=O)=O